(3-(1,1-difluoroethyl)pyrazin-2-yl)methanol FC(C)(F)C=1C(=NC=CN1)CO